(R)-6-(2-hydroxy-2-(3-(trifluoromethyl)phenyl)acetyl)-2-(1-(3-(prop-1-en-2-yl)phenyl)cyclopropyl)-3,5,6,7,8,9-hexahydro-4H-pyrimido[5,4-c]azepin-4-one O[C@@H](C(=O)N1CC2=C(CCC1)N=C(NC2=O)C2(CC2)C2=CC(=CC=C2)C(=C)C)C2=CC(=CC=C2)C(F)(F)F